ClC=1C=CC(=C(C(=O)N)C1)S(N[C@@H]([C@H](C)C1=C(C(=CC=C1F)F)C)C=1OC(NN1)=O)(=O)=O 5-chloro-2-(N-((1S,2R)-2-(3,6-difluoro-2-methylphenyl)-1-(5-oxo-4,5-dihydro-1,3,4-oxadiazol-2-yl)propyl)sulfamoyl)benzamide